NC(=O)C1=CC=CC2=CN(N=C12)C1=CC=C(C[NH2+]C2C[NH2+]CC2)C=C1 3-({4-[7-(aminocarbonyl)-2H-indazole-2-yl]benzyl}ammonio)pyrrolidinium